C(C)(C)(C)OC(C[N+]1(CCC(CC1)C(=O)O)CC1CN(C1)C(=O)OC(C)(C)C)=O (1s,4s)-1-(2-(tert-butoxy)-2-oxoethyl)-1-((1-(tert-butoxycarbonyl)azetidin-3-yl)methyl)-4-carboxypiperidin-1-ium